COC1=CC=CC(=N1)C1(CC(NC1)=O)C 4-(6-methoxypyridin-2-yl)-4-methylpyrrolidin-2-one